18-[p-(5-(p-nitro-phenoxycarbonyloxy)valeramido)phenyl]octadecyl-phosphocholine [N+](=O)([O-])C1=CC=C(OC(=O)OCCCCC(=O)NC2=CC=C(C=C2)CCCCCCCCCCCCCCCCCCC(OP(=O)([O-])O)C[N+](C)(C)C)C=C1